N-(4-FORMYL-2-METHOXYPYRIDIN-3-YL)PIVALAMIDE CC(C)(C)C(=O)NC1=C(C=CN=C1OC)C=O